(S)-1-(3-(2-hydroxypropoxy)benzyl)-5-(methylcarbamoyl)-6-oxo-1,6-dihydropyridine-3-carboxylic acid O[C@H](COC=1C=C(CN2C=C(C=C(C2=O)C(NC)=O)C(=O)O)C=CC1)C